C\C=C\CCCCCC trans-2-nonen